1-(((4S,6S)-9-(5-(2-hydroxy-propan-2-yl)pyrazin-2-yl)-8-oxo-7-oxa-9-azadispiro[2.2.46.23]dodecane-4-yl)methyl)-1H-benzo[d]imidazole-6-carbonitrile OC(C)(C)C=1N=CC(=NC1)N1C(O[C@@]2(C[C@@H](C3(CC3)CC2)CN2C=NC3=C2C=C(C=C3)C#N)C1)=O